ethyl 2-({6-[(1,3-benzothiazol-2-yl) amino]-5-methylpyridazin-3-yl} (methyl) amino)-5-(1-{[1-(3-methoxypropyl) cyclooctyl] methyl}-5-methyl-1H-pyrazol-4-yl)-1,3-thiazole-4-carboxylate S1C(=NC2=C1C=CC=C2)NC2=C(C=C(N=N2)N(C=2SC(=C(N2)C(=O)OCC)C=2C=NN(C2C)CC2(CCCCCCC2)CCCOC)C)C